disodium (S)-2-hydroxyglutarate O[C@H](C(=O)[O-])CCC(=O)[O-].[Na+].[Na+]